methacrylic acid 2,2,3,3-tetrafluoropropyl ester FC(COC(C(=C)C)=O)(C(F)F)F